N-(4-chloro-1-(tetrahydro-2H-pyran-2-yl)-1H-indazol-5-yl)-5-(3-nitrophenyl)isoxazol-3-amine ClC1=C2C=NN(C2=CC=C1NC1=NOC(=C1)C1=CC(=CC=C1)[N+](=O)[O-])C1OCCCC1